ClC1=C(C=CC=C1)[C@]1(C(CCCC1)=O)CNC(OCOC(CNC(C)=O)=O)=O (2-acetamidoacetoyloxy)methyl (S)-1-(2-chlorophenyl)-2-oxocyclohexylmethylcarbamate